FC=1C=C(CC=2C=C3C(=NNC3=CC2)NC(C2=C(C=C(C=C2)N2CC(C2)N(C)C)NC2CCOCC2)=O)C=C(C1)F N-(5-(3,5-difluorobenzyl)-1H-indazol-3-yl)-4-(3-(dimethylamino)azetidin-1-yl)-2-((tetrahydro-2H-pyran-4-yl)amino)benzamide